C(C(=O)O)(=O)O.C1OCC12CNCC2 2-oxa-6-azaspiro[3.4]octane, oxalic acid salt